N1-hydroxy-N5-(quinoxalin-6-yl)glutaramide ONC(CCCC(=O)NC=1C=C2N=CC=NC2=CC1)=O